2-{3-[(4-methane-sulfonyl-2-methoxy-phenyl)amino]prop-1-yn-1-yl}-N-[(1R,4R)-4-(3-methoxypyrrolidin-1-yl)cyclohexyl]-1-(2,2,2-trifluoroethyl)-1H-indol-4-amine CS(=O)(=O)C1=CC(=C(C=C1)NCC#CC=1N(C=2C=CC=C(C2C1)NC1CCC(CC1)N1CC(CC1)OC)CC(F)(F)F)OC